5-(tetrahydro-2H-pyran-2-yl)tetrazolo[1,5-a]pyridine O1C(CCCC1)C1=CC=CC=2N1N=NN2